6-cyclopropaneamido-4-({3'-methoxy-[2,4'-bipyridine]-2'-yl}amino)-N-(2H3)methylpyridazine-3-carboxamide C1(CC1)C(=O)NC1=CC(=C(N=N1)C(=O)NC([2H])([2H])[2H])NC1=NC=CC(=C1OC)C1=NC=CC=C1